(Z)-8-(2,4-difluorophenyl)-9-(4-((1-(3,3-difluoropropyl)pyrrolidin-3-ylidene)methyl)phenyl)-6,7-dihydro-5H-benzo[7]annulene-3-carboxylic acid hydrochloride Cl.FC1=C(C=CC(=C1)F)\C=1\CCCC2=C(\C1\C1=CC=C(C=C1)C=C1CN(CC1)CCC(F)F)C=CC(=C2)C(=O)O